6-bromo-N'-(2-chloro-5-fluoro-phenyl)-4-(cyclopentylamino)pyrrolo[1,2-b]pyridazine-3-carboxamidine BrC=1C=C2N(N=CC(=C2NC2CCCC2)C(=NC2=C(C=CC(=C2)F)Cl)N)C1